COC1=CC=C(C=N1)CN1C(C2=CC=C(C=C2C=N1)S(=O)(=O)Cl)=O 2-((6-methoxypyridin-3-yl)methyl)-1-oxo-1,2-dihydrophthalazine-6-sulfonyl chloride